BrC1=NN2C(C(NC=C2)=O)=C1 2-bromopyrazolo[1,5-a]pyrazin-4(5H)-one